CN(C)CC=1N(C2=CC(=CC=C2C(C1C)=O)C1=NC(=NC=C1F)N[C@H]1[C@@H](COCC1)O)C(C)C 2-((dimethylamino)methyl)-7-(5-fluoro-2-(((3S,4R)-3-hydroxytetrahydro-2H-pyran-4-yl)amino)pyrimidin-4-yl)-1-isopropyl-3-methylquinolin-4(1H)-one